NC1=C(C(=O)C2=NC=CC=C2)C=C(C=C1)Br 2-amino-5-bromobenzoyl-pyridine